8-(4-Fluoro-3-methoxyphenyl)-3-methyl-1-(4-methylpyrimidin-5-yl)-1,3-dihydro-2H-imidazo[4,5-c]quinolin-2-imine FC1=C(C=C(C=C1)C1=CC=2C3=C(C=NC2C=C1)N(C(N3C=3C(=NC=NC3)C)=N)C)OC